C(C1=CC=CC=C1)OCCOC=1C=NN(C1C(=O)O)C1OCCCC1 4-(2-(benzyloxy)ethoxy)-1-(tetrahydro-2H-pyran-2-yl)-1H-pyrazole-5-carboxylic acid